C(=O)(O)CC=1C(=C(C(=O)NC2=C(C(=O)O)C=CC(=C2)C(=O)O)C=C(C1)O)O 2-(3-(carboxymethyl)-2,5-dihydroxybenzoylamino)terephthalic acid